FC(=O)N=C=O fluorocarbonylisocyanate